C(C)(C)(C)OC(=O)N1C(CCC(=C1)Br)CO 5-bromo-2-(hydroxymethyl)-3,4-dihydro-2H-pyridine-1-carboxylic acid tert-butyl ester